ClC1=CC=C(C=C1)S(=O)(=O)N1CCC(CC1)OC(=O)N[C@@H](CC(C)C)C(=O)OC Methyl (((1-((4-chlorophenyl)sulfonyl)piperidin-4-yl)oxy)carbonyl)-L-leucinate